tertbutyl 4-hydroxybenzoate OC1=CC=C(C(=O)OC(C)(C)C)C=C1